(3Z)-1-iodo-14,14-dipentyloxy-3-tetradecene ICC\C=C/CCCCCCCCCC(OCCCCC)OCCCCC